Ethyl 2-(3-chloropyridin-2-yl)-5-oxo-3-pyrazolidinecarboxylate ClC=1C(=NC=CC1)N1NC(CC1C(=O)OCC)=O